FC(C=1N=CC=2N(C1)C(=CN2)C2=NC=CC(=N2)N2CC(CC2)NS(=O)(=O)C)F N-(1-(2-(6-(Difluoromethyl)imidazo[1,2-a]pyrazin-3-yl)pyrimidin-4-yl)pyrrolidin-3-yl)methanesulfonamide